C(C)(=O)OC=1C(=NC=CC1OC)C(N[C@H](C(=O)N[C@@H](C(C1=CC=C(C=C1)F)C1=CC=C(C=C1)F)C)C)=O 2-(((S)-1-(((R)-1,1-bis(4-fluorophenyl)propan-2-yl)amino)-1-oxopropan-2-yl)carbamoyl)-4-methoxypyridin-3-yl acetate